5-[2-[[5-[5-(difluoromethyl)-1,3,4-oxadiazol-2-yl]thiophen-2-yl]methyl]tetrazol-5-yl]pyridin-2-amine FC(C1=NN=C(O1)C1=CC=C(S1)CN1N=C(N=N1)C=1C=CC(=NC1)N)F